pent-4-yn-1-amine hydrochloride Cl.C(CCC#C)N